6'-(benzyloxy)-4-(3-chloroanilino)-2'-{(2R)-2-methyl-3-[(thieno[3,2-b]pyridin-7-yl)oxy]propyl}-2',3'-dihydrospiro[cyclohexane-1,1'-indene]-4-carboxylic acid methyl ester COC(=O)C1(CCC2(C(CC3=CC=C(C=C23)OCC2=CC=CC=C2)C[C@H](COC2=C3C(=NC=C2)C=CS3)C)CC1)NC1=CC(=CC=C1)Cl